5-[[5-bromo-4-(2-dimethylphosphorylanilino)pyrimidin-2-yl]amino]-3,3-dimethyl-1-(2-morpholinoethyl)indolin-2-one BrC=1C(=NC(=NC1)NC=1C=C2C(C(N(C2=CC1)CCN1CCOCC1)=O)(C)C)NC1=C(C=CC=C1)P(=O)(C)C